5-(4-chlorophenyl)-3-(trifluoromethyl)-1H-pyrazol-1-yl[benzene-sulfonamide] ClC1=CC=C(C=C1)C1=CC(=NN1C1=C(C=CC=C1)S(=O)(=O)N)C(F)(F)F